N-[2-(diethylamino)ethyl]-5-[(Z)-(5-fluoro-1,2-dihydro-2-oxo-3H-indol-3-ylidene)-methyl]-2,4-dimethyl-1H-pyrrole-3-carboxamide C(C)N(CCNC(=O)C1=C(NC(=C1C)\C=C\1/C(NC2=CC=C(C=C12)F)=O)C)CC